(S)-N-(2-Bromo-3-fluoropyridin-4-yl)-11,11-difluoro-8-hydroxy-3,4,8,9,10,11-hexahydro-1H-pyrido[4',3':3,4]pyrazolo[1,5-a]azepine-2(7H)-carboxamide BrC1=NC=CC(=C1F)NC(=O)N1CC=2C(=NN3C2C(CC[C@@H](C3)O)(F)F)CC1